C(=C)C1=CC=C(CC(C2CO2)OC(C2CO2)CC2=CC=C(C=C2)C=C)C=C1 p-vinylbenzylglycidylether